C(C)(C)(C)OC(=O)NCC1=NC=CC(=C1)C(=O)O 2-{[(tert-butoxycarbonyl)amino]methyl}pyridine-4-carboxylic acid